C1(=C(C(=CC(=C1)C)C)C(C(=O)OC(C(COC(C1=CC=CC=C1)=O)(C)C=1OC=CC1)C)=O)C 2-(2-furyl)-2-methyl-1,3-butanediol benzoate mesitylglyoxylate